FC1=C(C=CC=C1F)[C@H]1CC[C@H](N1C(C1=CC=C(C=C1)C=1C(=NC=CC1)OC)=O)C(=O)O (2S,5R)-5-(2,3-difluorophenyl)-1-(4-(2-methoxypyridin-3-yl)benzoyl)pyrrolidine-2-carboxylic acid